P(=O)(O)(O)OCC(CBr)Br 2,3-dibromo-1-propanol phosphate